ClC=1C=NC(=C(C(=O)NC2CCC(CC2)CN2C(C(C3=CC=CC(=C23)Cl)(O)C2=C(C=CC=C2)F)=O)C1)C(F)F 5-chloro-N-((1r,4r)-4-((7-chloro-3-(2-fluorophenyl)-3-hydroxy-2-oxoindolin-1-yl)methyl)cyclohexyl)-2-(difluoromethyl)nicotinamide